ClC1=C(C#N)C=CC(=C1)N1CC2(C[C@@H]1C)CCN(CC2)C=2N=NC(=CC2)C(=O)N2CC(C2)CN2CCN(CC2)C2=CC(=CC=C2)NC2C(NC(CC2)=O)=O 2-Chloro-4-((3S)-8-(6-(3-((4-(3-((2,6-dioxopiperidin-3-yl)amino)phenyl)piperazin-1-yl)methyl)azetidine-1-carbonyl)pyridazin-3-yl)-3-methyl-2,8-diazaspiro[4.5]decan-2-yl)benzonitrile